N-(3-(5-chloro-2-methoxyphenyl)-1-(2-(5,6-dihydropyridin-1(2H)-yl)-2-oxoethyl)-1H-pyrazol-4-yl)pyrazolo[1,5-a]pyrimidine-3-carboxamide ClC=1C=CC(=C(C1)C1=NN(C=C1NC(=O)C=1C=NN2C1N=CC=C2)CC(=O)N2CC=CCC2)OC